butyl (3R)-3-[(1S)-2-tert-butoxy-1-[[3-[3-(3-hydroxyphenyl)-2-oxo-imidazolidin-1-yl]phenyl]methyl]-2-oxo-ethyl]pyrrolidine-1-carboxylate C(C)(C)(C)OC([C@@H](CC1=CC(=CC=C1)N1C(N(CC1)C1=CC(=CC=C1)O)=O)[C@@H]1CN(CC1)C(=O)OCCCC)=O